FC=1C(=C(C=CC1)C=1CCNCC1)[N+](=O)[O-] 4-(3-fluoro-2-nitrophenyl)-1,2,3,6-tetrahydropyridine